(4-cyclopropyl-6-methoxypyrimidin-5-yl)-10-(4-(1-methyl-4-(trifluoromethyl)-1H-imidazol-2-yl)benzyl)-5,10-dihydropyrimido[4,5-d][1,2,4]triazolo[4,3-a]pyrimidine C1(CC1)C1=NC=NC(=C1C1=NN=C2N1CC1=C(N2CC2=CC=C(C=C2)C=2N(C=C(N2)C(F)(F)F)C)N=CN=C1)OC